5-METHOXYCARBONYL-2-METHYLPHENYLBORONIC ACID COC(=O)C=1C=CC(=C(C1)B(O)O)C